C(#N)C=1C=CC(=C(OC2CN(C2)C(CNC(=O)C2=NNC(=C2)C2=CC=CC=C2)=O)C1)C 5-Phenyl-1H-pyrazole-3-carboxylic acid {2-[3-(5-cyano-2-methyl-phenoxy)-azetidin-1-yl]-2-oxo-ethyl}-amide